3,4-bis(4-methoxyphenyl)-1-propylpyrrole-2,5-dione COC1=CC=C(C=C1)C=1C(N(C(C1C1=CC=C(C=C1)OC)=O)CCC)=O